5-((14-((5-(5-(difluoromethyl)-5H-pyrido[4,3-b]indol-7-yl)pyridin-2-yl)oxy)-3,6,9,12-tetraoxatetradecyl)oxy)-2-(2,6-dioxapiperidin-3-yl)isoindoline-1,3-dione FC(N1C2=C(C=3C=CC(=CC13)C=1C=CC(=NC1)OCCOCCOCCOCCOCCOC=1C=C3C(N(C(C3=CC1)=O)C1ONOCC1)=O)C=NC=C2)F